4-acetamido-1-(4-methyltetrahydro-2H-pyran-4-yl)-6-oxo-1,6-dihydropyridine-3-carboxylate C(C)(=O)NC=1C(=CN(C(C1)=O)C1(CCOCC1)C)C(=O)[O-]